ClC1=CC=C(C=C1C1=C(C(=CC=C1C#N)OC[C@H]1OCCC1)F)C(CNC1CCC(CC1)C(=O)OC)C1=CC=CC=C1 methyl (1r,4r)-4-((2-(6-chloro-6'-cyano-2'-fluoro-3'-(((S)-tetrahydrofuran-2-yl)methoxy)-[1,1'-biphenyl]-3-yl)-2-phenylethyl)amino)cyclohexane-1-carboxylate